C(C)(C)(C)OC(CC1=CC=C(C=C1)[N+](=O)[O-])=O 2-(4-Nitrophenyl)acetic acid tert-butyl ester